N[C@H](C1CCN(CC1)C(=O)[C@@H]1CCC(N1C)=O)C1=C(C=C(C(=C1)Cl)Cl)O (S)-5-(4-((R)-amino(4,5-dichloro-2-hydroxyphenyl)methyl)piperidine-1-carbonyl)-1-methylpyrrolidin-2-one